BrC=1C=C2C=NN(C2=C(C1)C=O)COCC[Si](C)(C)C 5-bromo-1-{[2-(trimethylsilyl)ethoxy]methyl}indazole-7-carbaldehyde